F[C@H]1[C@@]2(CCC[C@](C[C@H]1N(C=1N=CC(=NC1)C1=C(C=C(C=C1)C1=NC(N(C=C1)C)=O)O)C)(N2)C)C 4-[4-(5-{[(1S,2R,3R,5R)-2-fluoro-1,5-dimethyl-9-azabicyclo[3.3.1]nonan-3-yl](methyl)amino}pyrazin-2-yl)-3-hydroxyphenyl]-1-methyl-1,2-dihydropyrimidin-2-one